ClC1=C(C=C(OCC(=O)NC23CC(C2)(C3)NC(CC3=CC=C(C=C3)C(F)(F)F)=O)C=C1)F 2-(4-chloro-3-fluorophenoxy)-N-(3-{2-[4-(trifluoromethyl)phenyl]acetylamino}bicyclo[1.1.1]pentan-1-yl)acetamide